8-[5-(2,2,2-trifluoro-1-hydroxyethyl)pyridin-2-yl]-1,4-dioxaspiro[4.5]decan-8-ol FC(C(O)C=1C=CC(=NC1)C1(CCC2(OCCO2)CC1)O)(F)F